CN(C(COC(C(=O)[O-])CCCCC=CCCCCCCCC)COCCCCCCC(=O)OC)C (2-(dimethylamino)-3-((7-methoxy-7-oxoheptyl)oxy)propoxy)hexadec-7-enoate